C(C1=CC=CC=C1)N1C2=CC=C(C=C2C=2C=C(C=CC12)C(C)(C)C)C(C)(C)C N-benzyl-3,6-di-tert-butylcarbazole